1-(4-Bromophenyl)-2-(3-chlorophenyl)-2,11-dihydroimidazo[1',5':1,2]pyrido[3,4-b]indol-4-ium chloride [Cl-].BrC1=CC=C(C=C1)C=1N(C=[N+]2C1C=1NC3=CC=CC=C3C1C=C2)C2=CC(=CC=C2)Cl